3-(4-nitrophenyl)-1,5-diphenyl-4,5-dihydro-1H-pyrazole [N+](=O)([O-])C1=CC=C(C=C1)C1=NN(C(C1)C1=CC=CC=C1)C1=CC=CC=C1